C(C)N1N=CC=C1C(=O)N 2-ethylpyrazole-3-carboxamide